6-(8-fluoro-2-methylimidazo[1,2-a]pyridin-6-yl)-2-(piperidin-4-yl)isoquinolin-1(2H)-one FC=1C=2N(C=C(C1)C=1C=C3C=CN(C(C3=CC1)=O)C1CCNCC1)C=C(N2)C